C(C)(=O)N1C[C@H](CC1)NC=1C2=C(N=C(N1)N1CC(C1)OC(=O)C1CCOCC1)CC[S+]2[O-] [1-[4-[[(3S)-1-Acetylpyrrolidin-3-yl]amino]-5-oxido-6,7-dihydrothieno[3,2-d]pyrimidin-5-ium-2-yl]azetidin-3-yl]-tetrahydropyran-4-carboxylat